FC(C1=C[NH+]=CN1)(F)F 5-(trifluoromethyl)-1H-imidazol-3-ium